[NH4+].C(CCCCCCCCC)OC=1C=C(C=CC1)CCC(=O)N(CCCP([O-])([O-])=O)CC1=CC=C(C=C1)OC.[NH4+] [3-({3-[3-(Decyloxy)phenyl]propanoyl}[(4-methoxyphenyl)methyl]amino)propyl]phosphonic acid ammonium salt